N-para-toluenesulfonylValine CC1=CC=C(C=C1)S(=O)(=O)N[C@@H](C(C)C)C(=O)O